FC(C(=O)O)(F)F.FC1=C(C=CC=C1)C=1N(C=C(C1)CNC)S(=O)(=O)C=1C=C(C=CC1)N(S(=O)(=O)C)C N-(3-{[2-(2-fluorophenyl)-4-[(methylamino)methyl]-1H-pyrrol-1-yl]sulfonyl}phenyl)-N-methylmethanesulfonamide trifluoroacetate